OCCC=1N=NN(C1)CC(=O)OCC1=CC=CC=C1 benzyl [4-(2-hydroxyethyl)-1H-1,2,3-triazol-1-yl]acetate